(±)-trans-4-phenyl-N-[2-(pyridin-3-yloxy)phenyl]pyrrolidine-3-carboxamide C1(=CC=CC=C1)[C@H]1[C@@H](CNC1)C(=O)NC1=C(C=CC=C1)OC=1C=NC=CC1 |r|